6-chloro-2-fluoro-3-(((tetrahydro-2H-pyran-2-yl)oxy)methyl)benzaldehyde ClC1=CC=C(C(=C1C=O)F)COC1OCCCC1